bromo-2',5'-difluoro-[1,1'-biphenyl]-4-carboxylic acid methyl ester COC(=O)C1=CC(=C(C=C1)C1=C(C=CC(=C1)F)F)Br